C(#N)CCOCC=1N=C(N(C1COCCC#N)CCC#N)C1=CC=CC=C1 4,5-bis[(2-cyanoethoxy)methyl]-2-phenyl-1H-imidazole-1-propionitrile